tert-butyl 6-((tert-butoxycarbonyl)oxy)-1H-indole-1-carboxylate C(C)(C)(C)OC(=O)OC1=CC=C2C=CN(C2=C1)C(=O)OC(C)(C)C